7-(3,4-dichlorophenyl)-2-methyl-5H-thiazolo[4,5-d]pyridazin-4-one ClC=1C=C(C=CC1Cl)C=1C2=C(C(NN1)=O)N=C(S2)C